C1N(CC2C1CCC2)C2=C(N)C=CC=C2C 2-(3,3a,4,5,6,6a-hexahydro-1H-cyclopenta[c]pyrrol-2-yl)-3-methyl-aniline